triethanol ammonium [NH4+].C(C)O.C(C)O.C(C)O